C(C=C)(=O)OCCCCCCCC(F)CCCCCCCCCCCCC tridecyl-fluoro-n-octyl acrylate